(S)-(4-(1-Phenylethoxy)benzoyl)glycine C1(=CC=CC=C1)[C@H](C)OC1=CC=C(C(=O)NCC(=O)O)C=C1